4'-Difluoromethyl-2'-methoxy-3,4,5,6-tetrahydro-2H-[1,3']bipyridinyl-4-ylamine FC(C1=C(C(=NC=C1)OC)N1CCC(CC1)N)F